(2S)-2-[(2S,3S)-2-[(2S)-3-(4-hydroxyphenyl)-2-{[(2R)-oxolan-2-yl]formamido}propanamido]-3-methylpentanamido]-5,5-dimethylhexanoic acid OC1=CC=C(C=C1)C[C@@H](C(=O)N[C@H](C(=O)N[C@H](C(=O)O)CCC(C)(C)C)[C@H](CC)C)NC(=O)[C@@H]1OCCC1